CC1=NC=CC(=C1)NC(OC[C@@H]1OC2=C(C3=C(N=C(S3)C3=C4N=CC(=NC4=CC(=C3)C)OC)C(=C2)F)OC1)=O (R)-(4-fluoro-2-(2-methoxy-7-methylquinoxalin-5-yl)-7,8-dihydro-[1,4]dioxino[2',3':3,4]benzo[1,2-d]thiazol-7-yl)methyl (2-methylpyridin-4-yl)carbamate